1-propyl-3-methyl-imidazole bromide iodide [I-].[Br-].C(CC)N1CN(C=C1)C